C(C1=CC=CC=C1)OC(=O)N([C@@H]1CN(CC1)C(=O)OC(C)(C)C)CC tert-butyl (3S)-3-[benzyloxycarbonyl(ethyl)amino]pyrrolidine-1-carboxylate